ClC1=NC=C(C=N1)NC1=NC=CC2=CC(=CC=C12)OCC1CS(CCC1)(=N)=O 3-(((1-((2-chloropyrimidin-5-yl)amino)isoquinolin-6-yl)oxy)methyl)-1-iminohexahydro-1λ6-thiopyran 1-oxide